OC1=C(C=CC=C1)C=1C=C2C(=NN1)NC[C@@H]1N2CCN(C1)C1CC2(CN(C2)C(=O)OC(C)(C)C)C1 (S)-tert-butyl 6-(2-(2-hydroxyphenyl)-6a,7,9,10-tetrahydro-5H-pyrazino[1',2':4,5]pyrazino[2,3-c]pyridazin-8(6H)-yl)-2-azaspiro[3.3]heptane-2-carboxylate